2,N-dimethyl-ethylenediamine CC(CNC)N